C(C)C=CCCCCCC ethyloctene